Pentamethylcyclopentadienyl-(1-benzyl-benzo[e]indenyl)hafnium CC1=C(C(=C(C1([Hf]C=1CC=2C=CC3=C(C2C1CC1=CC=CC=C1)C=CC=C3)C)C)C)C